5,12-dibutyl-3,10-bis(trifluoromethyl)quinolino(2,3-b)acridine C(CCC)N1C2=CC=3C(=CC2=CC=2C=CC(=CC12)C(F)(F)F)N(C1=CC(=CC=C1C3)C(F)(F)F)CCCC